(3R,4R)-1-(1H-benzo[d]imidazol-5-yl)-4-(4-(1-(difluoromethyl)-1H-pyrazol-4-yl)-2,6-difluorophenyl)-3-methylazetidin-2-one N1C=NC2=C1C=CC(=C2)N2C([C@@H]([C@@H]2C2=C(C=C(C=C2F)C=2C=NN(C2)C(F)F)F)C)=O